FC1=CC=C(C=C1)C1C(C1)(C(=O)NC1=CC=C(C=C1)OC1=CC=NC2=CC(=CC=C12)C=1C=NN(C1)C)C(=O)NC (4-fluorophenyl)-1-N'-methyl-1-N-[4-[7-(1-methylpyrazol-4-yl)quinolin-4-yl]oxyphenyl]cyclopropane-1,1-dicarboxamide